3-[6-(cyclopropylmethyl)-7-oxo-1H-pyrrolo[2,3-c]pyridin-4-yl]-N,N-dimethylbenzamide C1(CC1)CN1C(C2=C(C(=C1)C=1C=C(C(=O)N(C)C)C=CC1)C=CN2)=O